[N+](#[C-])CCCCCCCCCCCCCCCCC 1-isocyanoheptadecane